C(#N)C1=CC(=C(O[C@@H]2[C@@](CN(C2)S(=O)(=O)C2=C(C#N)C=C(C=C2)C(F)(F)F)(CO)O)C=C1)OCC(F)(F)F 2-(((3R,4S)-4-(4-cyano-2-(2,2,2-trifluoroethoxy)phenoxy)-3-hydroxy-3-(hydroxymethyl)pyrrolidin-1-yl)sulfonyl)-5-(trifluoromethyl)benzonitrile